BrC=1C=C(C=CC1)N1C(N=C(C2=C1N=C(S2)C2CC2)N(C)C)=O 4-(3-bromophenyl)-2-cyclopropyl-7-(dimethylamino)-[1,3]Thiazolo[4,5-d]Pyrimidine-5-one